methyl-[4,4'-bipyridine] CC1=NC=CC(=C1)C1=CC=NC=C1